C(C)(C)N1CCC2(CC1)C(N(C1=CC(=CC=C12)C=1C=C(C(=O)N)C(=CC1)C)C)=O 3-(1'-isopropyl-1-methyl-2-oxospiro[indoline-3,4'-piperidin]-6-yl)-6-methylbenzamide